[O-]CCCC.[O-]CCCC.[O-]CCCC.[Al+3].IC1=C(CC(C=C1)(S(=O)(=O)N(C)CC1=CC=C(C=C1)OC)[2H])C(=O)NNC1=CC=C(C=C1)C(F)(F)F 4-Iodo-N-(4-methoxybenzyl)-N-methyl-3-(2-(4-(trifluoromethyl)phenyl)hydrazine-1-carbonyl)benzenesulfonamide-1-d aluminum trin-butoxide